CC=1C=CC(=NC1)C=1C=C2C(=NC=NC2=CC1)NCC=1C=NC(=CC1)C 6-(5-Methylpyridin-2-yl)-N-((6-methylpyridin-3-yl)methyl)quinazolin-4-amine